NC1=C(C=C(C=C1)CCC1=CC(=C(C=C1)N)C)C 1,2-bis-(4-amino-3-methylphenyl)ethane